5-((1-((7-ethyl-6-oxo-5,6-dihydro-1,5-naphthyridin-3-yl)methyl)azetidin-3-yl)oxy)-N,6-dimethylpicolinamide C(C)C=1C(NC=2C=C(C=NC2C1)CN1CC(C1)OC=1C=CC(=NC1C)C(=O)NC)=O